6-azaspiro[3.5]nonan-1-ol hydrochloride Cl.C1(CCC12CNCCC2)O